O=C1C=2N(C3=CC(=CC=C3N1)C(=O)OC)C=NC2 methyl 4-oxo-4,5-dihydroimidazo[1,5-a]quinoxaline-8-formate